C1(CCCCC1)C1=C2N(C=3C=C(C=CC13)C(=O)O)CC(COC1=C2C=CC=C1)N(C)CCN(C)C 14-cyclohexyl-7-((2-(dimethylamino)ethyl)(methyl)amino)-7,8-dihydro-6H-benzo[2,3][1,5]oxazocino[5,4-a]indole-11-carboxylic acid